FC1=CC=C(C=C1)C1=CC(=NN1C1=CC=CC=C1)OCC(=O)OCC ethyl {[5-(4-fluorophenyl)-1-phenyl-1H-pyrazol-3-yl]oxy}acetate